(2R,5S)-5-[2-(4-chloro-3-fluoro-phenoxy)acetamido]-N-[3-(trifluoro-methoxy)phenyl]piperidine ClC1=C(C=C(OCC(=O)N[C@H]2CCCN(C2)C2=CC(=CC=C2)OC(F)(F)F)C=C1)F